5-(4-cyclopropylphenyl)-3-(ethanesulfonyl)-2-[6-(trifluoromethyl)-[1,3]oxazolo[5,4-b]pyridin-2-yl]pyridine C1(CC1)C1=CC=C(C=C1)C=1C=C(C(=NC1)C=1OC2=NC=C(C=C2N1)C(F)(F)F)S(=O)(=O)CC